1-(2-(2-(2-chloroethoxy)ethoxy)ethyl)-1-methylpyrrolidinium ClCCOCCOCC[N+]1(CCCC1)C